NC=1NC=C(N1)C=1C=C(C=CC1)C1=C(C(=C(C=C1)S(=O)(=O)CCNC(OC(C)(C)C)=O)S(N(CC1=CC=C(C=C1)OC)CC1=CC=C(C=C1)OC)(=O)=O)C1=NN=NN1CC1=CC=C(C=C1)OC tert-butyl (2-((3'-(2-amino-1H-imidazol-4-yl)-3-(N,N-bis(4-methoxybenzyl)sulfamoyl)-2-(1-(4-methoxybenzyl)-1H-tetrazol-5-yl)-[1,1'-biphenyl]-4-yl)sulfonyl)ethyl)carbamate